C(C)(=O)O[C@H]1[C@H](O)O[C@@H]([C@H]([C@@H]1OC(C)=O)OC(C)=O)CO 2,3,4-Tri-O-acetyl-β-D-glucopyranose